N1N=C(C2=C1[C@H]1[C@@H](C2)C1)C(=O)O (4aR,5aR)-4,4a,5,5a-tetrahydro-1H-cyclopropa[4,5]cyclopenta[1,2-c]pyrazole-3-carboxylic acid